FC1=C(C=CC=C1)C(C)(C)C(C(=O)N)CC (2-(2-fluorophenyl)propan-2-yl)butanamide